(7R,14R)-11-((1-acetylpiperidin-4-yl)ethynyl)-1-(difluoromethoxy)-6-(methyl-d3)-6,7-dihydro-7,14-methanobenzo[f]benzo[4,5]imidazo[1,2-a][1,4]diazocin-5(14H)-one C(C)(=O)N1CCC(CC1)C#CC1=CC2=C(N=C3N2[C@H]2C4=C(C(N([C@@H]3C2)C([2H])([2H])[2H])=O)C=CC=C4OC(F)F)C=C1